4-[4-[2-(4-methylphenoxy)ethyl]piperazin-1-yl]thieno[2,3-d]pyrimidine CC1=CC=C(OCCN2CCN(CC2)C=2C3=C(N=CN2)SC=C3)C=C1